C(C)C1=NC=C(C=N1)C1=NN2C(O[C@@H](CC2)C)=C1C(=O)N[C@@H]1C(NC2=C(C(=N1)C1=CC=CC=C1)C=CC=C2)=O (5R)-2-(2-Ethylpyrimidin-5-yl)-5-methyl-N-[(3S)-2-oxo-5-phenyl-1,3-dihydro-1,4-benzodiazepin-3-yl]-6,7-dihydro-5H-pyrazolo[5,1-b][1,3]oxazine-3-carboxamide